(1,3,5,7-Tetraoxo-5,7-dihydropyrrolo[3,4-f]isoindole-2,6(1H,3H)-diyl)bis(but-2-yne-4,1-diyl) dinitrate [N+](=O)(OCC#CCN1C(C2=CC=3C(N(C(C3C=C2C1=O)=O)CC#CCO[N+](=O)[O-])=O)=O)[O-]